COC(=O)/C=C/C(=O)OC(C(=O)NCC(=O)O)C 2-{2-[(2E)-3-(methoxycarbonyl)prop-2-enoyloxy]-N-methylacetyl-amino}acetic acid